1-acetyl-N-methyl-N-{(1S)-2,2,2-trifluoro-1-[4-({7-[(1S)-1-methoxyethyl]-2-methyl-[1,3]thiazolo[5,4-b]pyridin-6-yl}amino)phenyl]ethyl}piperidine-4-carboxamide cerium-silicon [Si].[Ce].C(C)(=O)N1CCC(CC1)C(=O)N([C@H](C(F)(F)F)C1=CC=C(C=C1)NC=1C(=C2C(=NC1)SC(=N2)C)[C@H](C)OC)C